3-((5-chloro-1H-indol-2-yl)methyl)-1-methyl-1-((3R)-1-(tetrahydro-2H-pyran-2-carbonyl)piperidin-3-yl)urea ClC=1C=C2C=C(NC2=CC1)CNC(N([C@H]1CN(CCC1)C(=O)C1OCCCC1)C)=O